4-(4-amino-α,α-dimethylbenzylphenoxy)benzophenone NC1=CC=C(C(C)(C)C2=C(OC3=CC=C(C(=O)C4=CC=CC=C4)C=C3)C=CC=C2)C=C1